5-{[1-(4-chloro-2-fluorophenyl)-1H-pyrazol-3-yl]Oxy}-2-(methoxyimino)-N,3-dimethylpent-3-enamide ClC1=CC(=C(C=C1)N1N=C(C=C1)OCC=C(C(C(=O)NC)=NOC)C)F